CC1(C2C(NC(C12)=O)=O)C 6,6-dimethyl-2,4-dioxo-3-azabicyclo[3.1.0]hexane